N-(1-methylpropyl)sulfamic acid sodium salt [Na+].CC(CC)NS([O-])(=O)=O